C1=CC=CC=2C3=CC=CC=C3C(C12)COC(=O)N[C@H](C(=O)O)CC1=CC=C(C=C1)C1=CC=C(C=C1)F (S)-2-((((9H-fluoren-9-yl)methoxy)carbonyl)amino)-3-(4'-fluoro-[1,1'-biphenyl]-4-yl)propanoic acid